[Si](C)(C)(C(C)(C)C)OC1=C2N=CC=NC2=C(C=C1)C1=CC=C(C=C1)OC(F)(F)F 5-((tert-butyldimethylsilyl)oxy)-8-(4-(trifluoromethoxy)phenyl)quinoxaline